Cl.N[C@H](C(=O)O)CC1=CC=C(C=C1)OC=1C2=C(N=C(N1)N)N(C=C2)CC2=C(C=C(C=C2)F)Br (S)-2-amino-3-(4-((2-amino-7-(2-bromo-4-fluorobenzyl)-7H-pyrrolo[2,3-d]pyrimidine-4-yl)oxy)phenyl)propionic acid hydrochloride